tert-Butoxycarbonyl-N-(2,6-dichloro-3-fluoro-4-pyridinyl)carbamic acid tert-butyl ester C(C)(C)(C)OC(N(C1=C(C(=NC(=C1)Cl)Cl)F)C(=O)OC(C)(C)C)=O